(R)-2-(tert-butyl)-N-(2-methyl-4-(6-(2-methylmorpholino)pyrrolo[2,1-f][1,2,4]triazin-4-yl)benzyl)-2H-tetrazole-5-carboxamide C(C)(C)(C)N1N=C(N=N1)C(=O)NCC1=C(C=C(C=C1)C1=NC=NN2C1=CC(=C2)N2C[C@H](OCC2)C)C